Tri(2-carboxyethyl)phosphorus hydrochloride Cl.C(=O)(O)CCP(CCC(=O)O)CCC(=O)O